3-(5-(3-(4-(((3r,5r,7r)-adamantan-1-yl)methyl)piperazin-1-yl)propyl)-2-methyl-4-oxoquinazolin-3(4H)-yl)piperidine-2,6-dione C12(CC3CC(CC(C1)C3)C2)CN2CCN(CC2)CCCC2=C3C(N(C(=NC3=CC=C2)C)C2C(NC(CC2)=O)=O)=O